dimethyl-bis(n-propylcyclopentadienyl)hafnium C[Hf](C1(C=CC=C1)CCC)(C1(C=CC=C1)CCC)C